(2S,8R)-8-(benzyloxy)-8-(5-(3-((tert-butoxycarbonyl) amino)-6-hydroxy-5-(trifluoromethyl) pyridin-2-yl)-1,3,4-oxadiazol-2-yl)-9,9,9-trifluorononan-2-yl 4-methylbenzenesulfonate CC1=CC=C(C=C1)S(=O)(=O)O[C@@H](C)CCCCC[C@](C(F)(F)F)(C=1OC(=NN1)C1=NC(=C(C=C1NC(=O)OC(C)(C)C)C(F)(F)F)O)OCC1=CC=CC=C1